C(C)(=O)NCCOC=1C=C(C(=O)O)C=CC1[C@H]1N(CC[C@@H](C1)OCC)CC1=C2C=CNC2=C(C=C1OC)C 3-(2-acetamidoethoxy)-4-((2s,4s)-4-ethoxy-1-((5-methoxy-7-methyl-1H-indol-4-yl)methyl)piperidin-2-yl)benzoic acid